5,5-difluoro-3-(trifluoromethyl)-1-(3,4,5-trifluorophenyl)-4,6-dihydrocyclopenta[c]pyrazol-4-ol FC1(C(C2=C(N(N=C2C(F)(F)F)C2=CC(=C(C(=C2)F)F)F)C1)O)F